potassium ((4,4-difluoropiperidin-1-yl)methyl)trifluoroborate FC1(CCN(CC1)C[B-](F)(F)F)F.[K+]